(S)-(7-Chloro-1H-benzo[d]imidazol-2-yl)(7-methyl-7,8-dihydropyrido[4,3-d]pyrimidin-6(5H)-yl)methanone ClC1=CC=CC2=C1NC(=N2)C(=O)N2CC1=C(N=CN=C1)C[C@@H]2C